OC(COC=1C=C(C=2N(C1)N=CC2C#N)C=2C=NC(=CC2)N2CC1N(C(C2)C1)CC=1C=NC=C(C1)OC)(C)C 6-(2-hydroxy-2-methylpropoxy)-4-(6-(6-((5-methoxypyridin-3-yl)methyl)-3,6-diazabicyclo[3.1.1]heptan-3-yl)pyridin-3-yl)pyrazolo[1,5-a]pyridine-3-carbonitrile